potassium thio-sulfite S(=S)([O-])[O-].[K+].[K+]